FC1=C(C=C(C=C1)N(C)C[C@@H]1N=C(OC1)N)OC (S)-4-{[(4-fluoro-3-methoxy-phenyl)-methyl-amino]-methyl}-4,5-dihydro-oxazol-2-ylamine